C(#N)C=1N=C(N(C1)COCC[Si](C)(C)C)C(=O)NC=1C(=NC(=CC1)C1=C[C@]2(C=C[C@@](C1)(O2)C)C)C2=CCC(CC2)(C)C 4-cyano-N-[2-(4,4-dimethylcyclohexen-1-yl)-6-[(1R,5R)-1,5-dimethyl-8-oxabicyclo[3.2.1]octa-2,6-dien-3-yl]-3-pyridyl]-1-(2-trimethylsilylethoxymethyl)imidazole-2-carboxamide